C[N+](CCCP(=O)(O)O)(CCOC(C=C)=O)C dimethyl-(2-acryloyloxyethyl)(3-phosphonopropyl)ammonium